2-(6-bromoimidazo[1,5-a]pyridin-3-carbonyl)hydrazin BrC=1C=CC=2N(C1)C(=NC2)C(=O)NN